2-((1r,2r)-1-(2-chloro-5-fluorophenyl)-1-(1-(2-cyano-2-methylpropyl)-1H-pyrazol-4-yl)propan-2-yl)-5-hydroxy-N-(isoxazol-4-yl)-1-methyl-6-oxo-1,6-dihydropyrimidine-4-carboxamide ClC1=C(C=C(C=C1)F)[C@H]([C@@H](C)C=1N(C(C(=C(N1)C(=O)NC=1C=NOC1)O)=O)C)C=1C=NN(C1)CC(C)(C)C#N